C(C)OC1=NC=CC=C1C1=CC(=C2C(=N1)C(=NN2C(C)C)C)CCC2=NN(C=N2)C 5-(2-ethoxy-3-pyridinyl)-1-isopropyl-3-methyl-7-[2-(1-methyl-1,2,4-triazol-3-yl)ethyl]pyrazolo[4,3-b]pyridine